piperidin-4-yl (R)-1-(2-((6-(5-(6-methylpyridin-2-yl)-1H-imidazol-4-yl)quinolin-3-yl)amino)ethyl)pyrrolidine-3-carboxylate CC1=CC=CC(=N1)C1=C(N=CN1)C=1C=C2C=C(C=NC2=CC1)NCCN1C[C@@H](CC1)C(=O)OC1CCNCC1